FC(C1=C(C=NO)C=CC=C1)(F)F 2-(trifluoromethyl)benzaldehyde oxime